cobaltous octasulfide [Co-14](=S)(=S)(=S)(=S)(=S)(=S)(=S)=S